CN1C(CC(CC1(C)C)OC(C(C(=O)OC1CC(N(C(C1)(C)C)C)(C)C)(CCCC)CC1=CC(=C(C(=C1)C(C)(C)C)O)C(C)(C)C)=O)(C)C bis(1,2,2,6,6-pentamethyl-4-piperidyl)2-(3,5-di-tert-butyl-4-hydroxybenzyl)-2-butylmalonate